BrC=1C=C2C(=NC1)COC2C 3-bromo-5-methyl-5,7-dihydrofuro[3,4-b]pyridine